BrC1=CC(=NN1C1=CC2=CN(N=C2C=C1)C1=CC=NC=C1)N1C(CC=C1C)C 5-(5-bromo-3-(2,5-dimethyl-2,3-dihydro-1H-pyrrol-1-yl)-1H-pyrazol-1-yl)-2-(pyridin-4-yl)-2H-indazole